C1(CC1)OC=1C(=C(C(=CC1)\C=C(\C1=NC(=CN=C1)C1=CN=NC=C1)/F)N1CCOC2(C1)CCN(CC2)CC)C(F)(F)F (Z)-4-(3-cyclopropoxy-6-(2-fluoro-2-(6-(pyridazin-4-yl)pyrazin-2-yl)vinyl)-2-(trifluoromethyl)phenyl)-9-ethyl-1-oxa-4,9-diazaspiro[5.5]undecane